FC(C=1C=C(C=CC1C(F)(F)F)O)(F)F 3,4-Bis(trifluoromethyl)-phenol